2-(3,3-dimethylpiperazin-1-yl)-N-(5-(4-fluorophenoxy)pyridin-2-yl)propanamide CC1(CN(CCN1)C(C(=O)NC1=NC=C(C=C1)OC1=CC=C(C=C1)F)C)C